C[C@H](CC/C=C(\\C)/CCC(C)C(=C)C)/C=C/[C@@](C)(CC/C=C(\\C)/CCC=C(C)C)C=C The molecule is a triterpenoid obtained by methylation at position 20 of C30-botryococcene with concomitant double bond migration from position 20 to position 21. It has a role as a metabolite. It derives from a C30 botryococcene.